5,10,15,20-tetrakis-(3,4,5-trimethoxyphenyl)porphyrin tert-butyl-4-(4,4,5-trimethyl-1,3,2-dioxaborolan-2-yl)-3,6-dihydropyridine-1(2H)-carboxylate C(C)(C)(C)C1N(CC=C(C1)B1OC(C(O1)(C)C)C)C(=O)O.COC=1C=C(C=C(C1OC)OC)C=1C2=CC=C(N2)C(=C2C=CC(C(=C3C=CC(=C(C=4C=CC1N4)C4=CC(=C(C(=C4)OC)OC)OC)N3)C3=CC(=C(C(=C3)OC)OC)OC)=N2)C2=CC(=C(C(=C2)OC)OC)OC